CC1=CC=C(C=C1)SC2=CC=C(C=C2)C 4,4'-dimethyl diphenyl sulfide